N-(6-Acetylbenzo[d][1,3]dioxol-5-yl)-2-morpholinoacetamide C(C)(=O)C=1C(=CC2=C(OCO2)C1)NC(CN1CCOCC1)=O